3,4-dihydroxy-N-((S)-2-oxoazepan-3-yl)-3,4-dihydro-2H-pyran-6-carboxamide OC1COC(=CC1O)C(=O)N[C@@H]1C(NCCCC1)=O